1-(2-aminobenzo[d]thiazol-6-yl)-3-(4-chlorophenyl)-1-[2-(2-oxopiperidin-1-yl)ethyl]urea NC=1SC2=C(N1)C=CC(=C2)N(C(=O)NC2=CC=C(C=C2)Cl)CCN2C(CCCC2)=O